FC1=C(N=CC2=C1NC(NC2=O)=O)C2=CC=CC1=CC=CC(=C21)C#C[Si](C(C)C)(C(C)C)C(C)C 8-fluoro-7-(8-((triisopropylsilyl)ethynyl)naphthalen-1-yl)pyrido[4,3-d]pyrimidine-2,4(1H,3H)-dione